11,12-diphenyl-5-(4,4,5,5-tetramethyl-[1,3,2]dioxaborolan-2-yl)-indolo[2,3-a]carbazole C1(=CC=CC=C1)N1C2=CC=CC=C2C2=CC(=C3C(=C12)N(C=1C=CC=CC13)C1=CC=CC=C1)B1OC(C(O1)(C)C)(C)C